C(C1=CC=CC=C1)NCCCN N-benzylpropane-1,3-diamine